O=C1NC(CCC1N(C(=O)C1=CC=C(OCCCCCN2CCN(CC2)C2=NC=C(C(=O)N)C=C2)C=C1)CC)=O 6-(4-(5-(4-((2,6-dioxopiperidin-3-yl)(ethyl)carbamoyl)phenoxy)pentyl)piperazin-1-yl)nicotinamide